tert-butyl-2-[3-(2,6-dioxo-3-piperidyl) furo[2,3-b]pyridin-6-yl]-6-methyl-indole-1-carboxylate C(C)(C)(C)OC(=O)N1C(=CC2=CC=C(C=C12)C)C1=CC=C2C(=N1)OC=C2C2C(NC(CC2)=O)=O